(S)-2-(6-fluoro-4-(3-methyl-1-(4-methyl-4H-1,2,4-triazol-3-yl)cyclobutyl)pyridin-2-yl)-6-((3-methylpiperidin-1-yl)methyl)-4-(trifluoromethyl)isoindol-1-one FC1=CC(=CC(=N1)N1C(C2=CC(=CC(=C2C1)C(F)(F)F)CN1C[C@H](CCC1)C)=O)C1(CC(C1)C)C1=NN=CN1C